(2S)-2-amino-3-cyclopropyl-propionic acid N[C@H](C(=O)O)CC1CC1